C1(CC1)N1CCN(CC1)C1=CC=CC=2N(C=NC21)C(=O)NCCC(C)C 4-(4-Cyclopropylpiperazin-1-yl)-N-iso-pentyl-1H-benzo[d]imidazole-1-carboxamide